C(#N)[C@@H](C[C@@H]1C(NCC1)=O)NC(=O)[C@H]1N(C[C@@H]2[C@H]1CCC2(F)F)C(=O)C2(C1=CC=CC=C1C=1C=CC=CC21)O (1S,3aS,6aR)-N-((R)-1-cyano-2-((R)-2-oxopyrrolidin-3-yl)ethyl)-4,4-difluoro-2-(9-hydroxy-9H-fluorene-9-carbonyl)octahydrocyclopenta[c]pyrrole-1-carboxamide